CN1C(=NC2=C(C=C(C=C2C1=O)C)[C@@H](C)NC1=C(C(=O)O)C(=CC=C1)F)C1=CC=CC=C1 (R)-2-((1-(3,6-dimethyl-4-oxo-2-phenyl-3,4-dihydroquinazolin-8-yl)ethyl)amino)-6-fluorobenzoic acid